[Pd](Cl)Cl.[CH-]1C=CC=C1.[CH-]1C=CC=C1.[Fe+2] ferrocene palladium(II) dichloride